C(C)(=O)C1=NNC2=CC=C(C=C12)C1=C2CN(C(C2=CC=C1)=O)CC(C#N)=C 2-{[4-(3-acetyl-1H-indazol-5-yl)-1-oxo-2,3-dihydro-1H-isoindol-2-yl]methyl}prop-2-enenitrile